ClCCC(=O)C1=CC(=C(C=C1)O)C 3-chloro-1-(4-hydroxy-3-methyl-phenyl)-propan-1-one